BrC=1C=C(N(N1)C1=NC=CC=C1Cl)C(=O)NC=1C(=NC2=CC=CC=C2C1Cl)C(=O)N 3-[[5-bromo-2-(3-chloro-2-pyridyl)pyrazole-3-carbonyl]amino]-4-chloro-quinoline-2-carboxamide